FC(C=1C=NC(=NC1)N1CCNCC1)(C1=CC=C(C=C1)F)F 5-[difluoro(4-fluorophenyl)methyl]-2-piperazin-1-ylpyrimidine